C1(CC1)C(C1=CC(=NC=C1)NC([C@H](C1CCC(CC1)(F)F)NC(=O)C1=NON=C1C)=O)N1C(N[C@@H](C1)C(F)(F)F)=O N-((1S)-2-((4-(cyclopropyl((S)-2-oxo-4-(trifluoromethyl)imidazolidin-1-yl)methyl)pyridin-2-yl)amino)-1-(4,4-difluorocyclohexyl)-2-oxoethyl)-4-methyl-1,2,5-oxadiazole-3-carboxamide